C(C)(=O)C1=C(C=CC=C1)C1=NC2=C(N1C(C(=O)NC1CCCCC1)C1CCCCC1)C=CC=C2 2-[2-(2-acetyl-phenyl)-benzimidazol-1-yl]-2,N-dicyclohexyl-acetamide